5-n-Butyl-1-ethyl-4-hydroxy-3-n-propyl-pyrazol C(CCC)C1=C(C(=NN1CC)CCC)O